2-(diethylamino)-N-(1,3-diiodophenyl)acetamide C(C)N(CC(=O)NC1(CC(=CC=C1)I)I)CC